N-(2-chloro-4-(trifluoromethyl)phenyl)-2-(2-(cyclobutylidenemethyl)-6-ethyl-7-(4-(5-hydroxy-6-methylpyrimidine-4-carbonyl)piperazin-1-yl)-8-oxopyrido[2,3-b]pyrazin-5(8H)-yl)acetamide ClC1=C(C=CC(=C1)C(F)(F)F)NC(CN1C(=C(C(C=2C1=NC=C(N2)C=C2CCC2)=O)N2CCN(CC2)C(=O)C2=NC=NC(=C2O)C)CC)=O